Tert-butyl 4-[1-(2,6-dioxo-3-piperidyl)-7-fluoro-3-methyl-2-oxo-benzimidazol-4-yl]-3,6-dihydro-2H-pyridine-1-carboxylate O=C1NC(CCC1N1C(N(C2=C1C(=CC=C2C=2CCN(CC2)C(=O)OC(C)(C)C)F)C)=O)=O